CC1=C(SC(=N1)C)C The molecule is a 1,3-thiazole that is thiazole in which all three hydrogens are replaced by methyl groups. A Maillard reaction product, it is a flavour component in many cooked foods, including cooked meats and potatoes. It has a role as a Maillard reaction product.